(5-chloropyridin-2-yl)-2-((s)-3-(6-oxo-1-(2,2,2-trifluoroethyl)-1,6-dihydropyridin-3-yl)piperidin-1-yl)propanamide ClC=1C=CC(=NC1)C(C(=O)N)(C)N1C[C@@H](CCC1)C1=CN(C(C=C1)=O)CC(F)(F)F